3-(4-methyl-1,2,5-oxadiazol-3-yl)propane-1-ol CC=1C(=NON1)CCCO